N1CCC(CC1)OCCOCCOCCO 2-(2-(2-(piperidin-4-yloxy)ethoxy)ethoxy)ethanol